NC1=C2C(C3(C(OC4=C3C=CC(=C4)[C@@H]4[C@@H](C4)C)(C2=CC=C1)O)NC(=O)C=1NC=C(C1C)S(=O)(=O)C)=O N-(1-amino-4b-hydroxy-7-((1S,2R)-2-methylcyclopropyl)-10-oxo-4b,10-dihydro-9bH-indeno[1,2-b]benzofuran-9b-yl)-3-methyl-4-(methylsulfonyl)-1H-pyrrole-2-carboxamide